NC1=NC=2C=C(C(=CC2C2=C1C=NN2C)C(=O)N([C@@H]2COC1=C2C=CC(=C1)C=1C=NN(C1)C(F)(F)F)C)F 4-amino-7-fluoro-N,1-dimethyl-N-((3S)-6-(1-(trifluoromethyl)-1H-pyrazol-4-yl)-2,3-dihydro-1-benzofuran-3-yl)-1H-pyrazolo[4,3-c]quinoline-8-carboxamide